N1,N3-diphenylbenzene-1,3-diamine C1(=CC=CC=C1)NC1=CC(=CC=C1)NC1=CC=CC=C1